methyl 2-(2,5-dihydroxy-4-(4-hydroxy-2-(methoxycarbonyl) phenylaminocarbonyl) benzamido)-5-hydroxybenzoate OC1=C(C(=O)NC2=C(C(=O)OC)C=C(C=C2)O)C=C(C(=C1)C(=O)NC1=C(C=C(C=C1)O)C(=O)OC)O